ClC1=NC(=NC(=C1)C(F)(F)F)N 4-chloro-6-(trifluoromethyl)pyrimidine-2-amine